3-PYRIDINECARBOXALDEHYDE N1=CC(=CC=C1)C=O